COC(=O)C1(CCC2(C(CC3=CC4=C(OCC4)C=C23)C[C@H](CO)C)CC1)NC1=CC(=CC=C1)Cl (1R,4R)-4-(3-Chloroanilino)-6'-[(2R)-3-hydroxy-2-methylpropyl]-2',3',5',6'-tetrahydrospiro[cyclohexane-1,7'-indeno[5,6-b]furan]-4-carboxylic acid methyl ester